C1(CCCCCC1)NC(COC1=CC=C2C=CC(=CC2=C1)C(CC(=O)OC)C1=CC(=CC=C1)O)=O Methyl 3-(7-(2-(cycloheptylamino)-2-oxoethoxy)naphthalen-2-yl)-3-(3-hydroxyphenyl)propanoate